C(CCCCCCCCC=C)OC1=C(OC(CCCCCCCCCC)O)C(=CC=C1)OCCCCCCCCCC=C 1-(2,6-bis(undec-10-en-1-yloxy)phenoxy)undecan-1-ol